N-([3,4'-bipyridin]-6-ylmethyl)-9-isopropyl-2-(pyridin-3-yl)-9H-purin-6-amine N1=CC(=CC=C1CNC1=C2N=CN(C2=NC(=N1)C=1C=NC=CC1)C(C)C)C1=CC=NC=C1